(R)-5-(2-fluoro-6-hydroxy-4-((piperidin-3-ylamino)methyl)phenyl)-1,2,5-thiadiazolidin-3-one 1,1-dioxide FC1=C(C(=CC(=C1)CN[C@H]1CNCCC1)O)N1CC(NS1(=O)=O)=O